3-((5-bromo-3-chloro-2-methoxyphenyl)sulfonamido)-5-(1-cyanocyclobutyl)-2-hydroxy-N-methylbenzamide BrC=1C=C(C(=C(C1)S(=O)(=O)NC=1C(=C(C(=O)NC)C=C(C1)C1(CCC1)C#N)O)OC)Cl